C(C)(C)C1=CC=2C(C3=CC=CC=C3SC2C(=C1)C(C)C)=O 2,4-diisopropyl-9-thioxanthone